2-bromo-7-chloro-pyrazolo[1,5-a]pyrimidine BrC1=NN2C(N=CC=C2Cl)=C1